(R)-N-(1-cyanopyrrolidin-3-yl)-2-fluoro-4-(pyrimidin-4-yl)benzamide C(#N)N1C[C@@H](CC1)NC(C1=C(C=C(C=C1)C1=NC=NC=C1)F)=O